C(#N)CCN1C=CC=C1 1-(2-cyanoethyl)pyrrole